5-((4-((difluoromethyl)sulfonyl)benzyl)oxy)-2-(isoindolin-2-ylmethyl)-4H-pyran-4-one FC(S(=O)(=O)C1=CC=C(COC=2C(C=C(OC2)CN2CC3=CC=CC=C3C2)=O)C=C1)F